C1(CC1)C(=O)N1C[C@@H](N(CC1)C(=O)C=1C=NC2=CC=C(C=C2C1N1CCC(CC1)(C#N)C)F)C (S)-1-(3-(4-(cyclopropanecarbonyl)-2-methylpiperazine-1-carbonyl)-6-fluoroquinolin-4-yl)-4-methylpiperidine-4-carbonitrile